C(C)C1=CN=C(O1)C1CC(CC1)C1=CC(=NN1)N 5-(3-(5-ethyloxazol-2-yl)cyclopentyl)-1H-pyrazol-3-amine